C(C)(C)(C)OC(N[C@@H]1CN(CC1)C1=C(C=CC=2N(C(=NC21)C2=C(C=NC=C2)F)C)[N+](=O)[O-])=O N-[(3S)-1-[2-(3-fluoropyridin-4-yl)-1-methyl-5-nitro-1,3-benzodiazol-4-yl]pyrrolidin-3-yl]carbamic acid tert-butyl ester